C(CCCC)C1CCC(CC1)=O 4-n-amyl-cyclohexanone